tert-butyl (2-(3-(1-(2,6-dioxopiperidin-3-yl)-3-methyl-2-oxo-2,3-dihydro-1H-benzo[d]imidazol-4-yl)propoxy)ethyl)carbamate O=C1NC(CCC1N1C(N(C2=C1C=CC=C2CCCOCCNC(OC(C)(C)C)=O)C)=O)=O